6,7-dihydro-5H-pyrrolo[1,2-a]Imidazole-2-carboxylic acid methyl ester COC(=O)C=1N=C2N(C1)CCC2